4-(3,8-diazabicyclo[3.2.1]octan-3-yl)-N-(2-methyl-[1,2,4]triazolo[1,5-a]pyridin-6-yl)-2,3-dihydro-1H-pyrrolo[2,3-b]pyridine-1-carboxamide formate C(=O)O.C12CN(CC(CC1)N2)C2=C1C(=NC=C2)N(CC1)C(=O)NC=1C=CC=2N(C1)N=C(N2)C